N1(N=NC=C1)C[C@@H]1C[C@@H](NC1)CONC(=O)[C@H]1N2C(N([C@H](CC1)C2)OS(=O)(=O)O)=O (2S,5R)-N-{[(2R,4R)-4-(1H-1,2,3-triazol-1-ylmethyl)-pyrrolidin-2-yl]methyloxy}-7-oxo-6-(sulfooxy)-1,6-diazabicyclo[3.2.1]octane-2-carboxamide